(R)-4-(cyclopropylethynyl)-6-fluoro-7-((6-oxopyrimidin-1(6H)-yl)methyl)-4-(trifluoromethyl)-1,4-dihydro-2H-benzo[d][1,3]oxazin-2-one C1(CC1)C#C[C@@]1(C2=C(NC(O1)=O)C=C(C(=C2)F)CN2C=NC=CC2=O)C(F)(F)F